OCC(C1=CC=C(C=C1)C)N1C=NC(=C1C(=O)OCC)F ethyl 1-(2-hydroxy-1-(p-tolyl) ethyl)-4-fluoro-1H-imidazole-5-carboxylate